N1=C(C=NC=C1)C=1OC(=NN1)N1[C@@H](C2=C(CC1)NC=N2)C2=NN1C(C(=CC=C1)C(F)(F)F)=C2 (S)-2-(pyrazin-2-yl)-5-(4-(4-(trifluoromethyl)pyrazolo[1,5-a]pyridin-2-yl)-1,4,6,7-tetrahydro-5H-imidazo[4,5-c]pyridin-5-yl)-1,3,4-oxadiazole